3-butyl-8-hydroxy-2-methyl-7-(methylthio)-5-phenyl-2,3,4,5-tetrahydrobenzo[b][1,4]thiazepine 1,1-dioxide C(CCC)C1CN(C2=C(S(C1C)(=O)=O)C=C(C(=C2)SC)O)C2=CC=CC=C2